4-(1-carboxy-cyclobutylamino)-2-fluoro-N-methyl-benzamide C(=O)(O)C1(CCC1)NC1=CC(=C(C(=O)NC)C=C1)F